(1R,3S)-3-(1-(tert-butyl)-5-((2-(methoxymethyl)pyrazolo[1,5-a]pyrazin-4-yl)amino)-1H-pyrazol-3-yl)cyclopentyl((S)-sec-butyl)carbamate C(C)(C)(C)N1N=C(C=C1NC=1C=2N(C=CN1)N=C(C2)COC)[C@@H]2C[C@@H](CC2)N(C([O-])=O)[C@@H](C)CC